C(=O)(OC)[C@@H](O)[C@H](O)C(=O)OC dimethyl D-(-)-tartrate